(S)-4-((5,7-difluorochroman-4-yl)oxy)-N,N,2-trimethyl-1H-benzo(d)imidazole-6-carboxamide FC1=C2[C@H](CCOC2=CC(=C1)F)OC1=CC(=CC=2NC(=NC21)C)C(=O)N(C)C